C(C)(C)SC1=CC=C(C=C1)C1=CN=C(S1)C1=CC=C(C=O)C=C1 4-(5-(4-(isopropylthio)phenyl)thiazol-2-yl)benzaldehyde